ClC(C1=NC(=NC(=N1)C(Cl)(Cl)Cl)C=CC1=CC(=CC(=C1)OCCC)OC)(Cl)Cl 2,4-bis(trichloromethyl)-6-[2-(3-methoxy-5-propoxyphenyl)vinyl]s-triazine